(E)-1-[4-(4-Hydroxypiperidin-1-yl)phenyl]-3-(4-propan-2-yloxyphenyl)prop-2-en-1-one OC1CCN(CC1)C1=CC=C(C=C1)C(\C=C\C1=CC=C(C=C1)OC(C)C)=O